methylenebis(2-nitroaniline) C(NC1=C(C=CC=C1)[N+](=O)[O-])NC1=C(C=CC=C1)[N+](=O)[O-]